6-methyl-2,3,4,6-tetrahydro-1,6-naphthyridin-5(1H)-one CN1C(C=2CCCNC2C=C1)=O